N-(2,4,6-trimethylphenyl)maleimide CC1=C(C(=CC(=C1)C)C)N1C(C=CC1=O)=O